N-(3-(((2-amino-5-chloropyridin-3-yl)oxy)methyl)phenyl)-5-chloronicotinamide NC1=NC=C(C=C1OCC=1C=C(C=CC1)NC(C1=CN=CC(=C1)Cl)=O)Cl